1,2,3,5,6-pentacyano-2H-borinine C(#N)B1C(C(=CC(=C1C#N)C#N)C#N)C#N